4-bromo-2-(5-fluoro-1-tosyl-1H-pyrrolo[2,3-b]pyridin-3-yl)thiazole BrC=1N=C(SC1)C1=CN(C2=NC=C(C=C21)F)S(=O)(=O)C2=CC=C(C)C=C2